CP(C1=CC=CC=C1)C dimethylphenylphosphane